N1(CC1)CCN(C1=CC(=C(C#N)C=C1)CN1CCN(CC1)C(C1=CC=C(C=C1)Cl)C1=CC=C(C=C1)Cl)C 4-((2-(aziridin-1-yl)ethyl)(methyl)amino)-2-((4-(bis(4-chlorophenyl)methyl)piperazin-1-yl)methyl)benzonitrile